(-)-menthol lactate C(C(O)C)(=O)OC1CC(CCC1C(C)C)C